ethyl (S)-4-hydroxy-2-oxo-1-((2-oxo-3-phenyloxazolidin-5-yl) methyl)-1,2-dihydroquinoline-3-carboxylate OC1=C(C(N(C2=CC=CC=C12)C[C@H]1CN(C(O1)=O)C1=CC=CC=C1)=O)C(=O)OCC